2-[(3-METHOXYPROPYL)(METHYL)AMINO]ACETALDEHYDE COCCCN(CC=O)C